(R)-5-methyl-1-(1-(4-((1-methylpyrrolidin-3-yl)amino)benzyl)-1H-indol-5-yl)-1H-pyrazole-3-carboxamide CC1=CC(=NN1C=1C=C2C=CN(C2=CC1)CC1=CC=C(C=C1)N[C@H]1CN(CC1)C)C(=O)N